C1(C2(C)C(C)(C)C(C(N1)=O)CC2)=O camphorimide